tert-butyl 4-((1-(2-oxo-2,3-dihydrobenzo[d]oxazol-6-yl)piperidin-4-yl)methyl)piperazine-1-carboxylate O=C1OC2=C(N1)C=CC(=C2)N2CCC(CC2)CN2CCN(CC2)C(=O)OC(C)(C)C